racemic-tert-butyl (3R*,4R*)-4-hydroxy-3-(4-(methoxycarbonyl)phenyl)piperidine-1-carboxylate O[C@H]1[C@@H](CN(CC1)C(=O)OC(C)(C)C)C1=CC=C(C=C1)C(=O)OC |r|